C(=O)(OC(C)(C)C)N1C(CCCC1)C1(CC1)C(=O)O 1-Boc-(1-carboxy-cyclopropyl)-piperidine